perfluoro[2-methylene-4-methyl-1,3-dioxolane] FC1(OC(OC1(F)F)=C(F)F)C(F)(F)F